[(1S)-2-(5,6-dimethylpyrido[4,3-b]carbazol-9-yl)oxy-1-methyl-ethyl]-N-ethyl-carbamate CC1=C2C(=CC=3C=4C=C(C=CC4N(C13)C)OC[C@H](C)OC(NCC)=O)C=NC=C2